O=C1OCCN1C1=CC=C(C=N1)S(=O)(=O)N1CC2(CCC1)CCN(CC2)C(=O)OC(C)(C)C tert-Butyl 2-((6-(2-oxooxazolidin-3-yl)pyridin-3-yl)sulfonyl)-2,9-diazaspiro[5.5]undecane-9-carboxylate